CON=C1CN(C(C1)CO)C(=O)C1=CC=C(C=C1)C1=C(C=CC=C1)C 5-(hydroxymethyl)-1-[(2'-methyl-1,1'-biphenyl-4-yl)carbonyl]Pyrrolidin-3-one O-methyloxime